N2-((1r,4r)-4-(difluoromethoxy)cyclohexyl)-5-(imidazo[1,2-b]pyridazin-6-yl)-N4-methyl-7H-pyrrolo[2,3-d]pyrimidine-2,4-diamine FC(OC1CCC(CC1)NC=1N=C(C2=C(N1)NC=C2C=2C=CC=1N(N2)C=CN1)NC)F